BrC=1C=C(C=CC1)C=1N=NC(=NN1)C 3-(3-bromophenyl)-6-methyl-1,2,4,5-tetrazine